1-Ethyl-7-(4,4,5,5-tetramethyl-1,3,2-dioxaborolan-2-yl)-1H-benzo[d]imidazole C(C)N1C=NC2=C1C(=CC=C2)B2OC(C(O2)(C)C)(C)C